5-{[(3,4-Dihydro-6-methoxy-2,5,7,8-tetramethyl-2H-1-benzopyran-2-yl)methoxy]-methyl}-3-(3,4-dimethoxyphenethyl)-isoxazole COC=1C(=C(C2=C(CCC(O2)(C)COCC2=CC(=NO2)CCC2=CC(=C(C=C2)OC)OC)C1C)C)C